CC1=CC(=CS1)CC#N 2-(5-methylthiophen-3-yl)acetonitrile